2-(6-(3-chloro-2-methyl-phenoxy)5-fluoro-pyrimidin-4-yloxy-phenyl)-2-methoxyimino-N-methyl-acetamide ClC=1C(=C(OC2=C(C(=NC=N2)OC2=C(C=CC=C2)C(C(=O)NC)=NOC)F)C=CC1)C